2-Acetamido-2-(4-(ethylsulfonyl)phenyl)-N-(4-(6-methyl-1-pentyl-1H-benzo[d]imidazol-2-yl)phenyl)acetamide C(C)(=O)NC(C(=O)NC1=CC=C(C=C1)C1=NC2=C(N1CCCCC)C=C(C=C2)C)C2=CC=C(C=C2)S(=O)(=O)CC